methyl 5-[(3R,5S)-4-(tert-butoxycarbonyl)-3,5-dimethylpiperazin-1-yl]-2-(2-methoxyethoxy)quinazoline-8-carboxylate C(C)(C)(C)OC(=O)N1[C@@H](CN(C[C@@H]1C)C1=C2C=NC(=NC2=C(C=C1)C(=O)OC)OCCOC)C